tert-Butyl 4-(7-fluoro-1H-pyrrolo[3,2-c]pyridin-4-yl)piperidine-1-carboxylate FC=1C2=C(C(=NC1)C1CCN(CC1)C(=O)OC(C)(C)C)C=CN2